ClCC(=O)NC1=C(C(=O)C2=C(C=CC=C2)Cl)C=C(C=C1)[N+](=O)[O-] 2-chloroacetamido-2'-chloro-5-nitrobenzophenone